N-(3-Chloro-4-(difluoromethoxy)-2-fluorophenyl)-7-fluoro-6-(4,7-diazaspiro[2.5]octan-7-yl)pyrido[3,2-d]pyrimidin-4-amine ClC=1C(=C(C=CC1OC(F)F)NC=1C2=C(N=CN1)C=C(C(=N2)N2CCNC1(CC1)C2)F)F